2-amino-3-methyl-N-((1R)-1-(2-pyrazinyl)ethyl)-N-((5-(trifluoromethyl)-2-pyridinyl)methyl)-6-quinolinecarboxamide NC1=NC2=CC=C(C=C2C=C1C)C(=O)N(CC1=NC=C(C=C1)C(F)(F)F)[C@H](C)C1=NC=CN=C1